FC1=C(C=CC(=C1F)C=1C=NNC1)C1CCN(CC1)C(=O)C1CCC(CC1)CCCCC (4-(2,3-difluoro-4-(1H-pyrazol-4-yl)phenyl)piperidin-1-yl)((1s,4r)-4-pentylcyclohexyl)methanone